1-(2-hydroxyethyl)-5-(3-isopropyl-5-(1-methylpiperidin-4-yl)-1H-indol-2-yl)-3-methylpyridin-2(1H)-one OCCN1C(C(=CC(=C1)C=1NC2=CC=C(C=C2C1C(C)C)C1CCN(CC1)C)C)=O